1-(5-(((2S,4R)-2-methylpiperidin-4-yl)methyl)pyrazolo[1,5-a]pyridin-3-yl)pyrimidine-2,4(1H,3H)-dione trifluoroacetate FC(C(=O)O)(F)F.C[C@@H]1NCC[C@H](C1)CC1=CC=2N(C=C1)N=CC2N2C(NC(C=C2)=O)=O